COC(=O)C1(N=C(CC1)C1=CC(=C(C(=C1)F)F)F)CCCCl 2-(3-chloropropyl)-5-(3,4,5-trifluorophenyl)-3,4-dihydro-2H-pyrrole-2-carboxylic acid methyl ester